[C@H](C)(CC)[C@@H]1N(CC2=C(NC1=O)C=CC=C2)C(=O)[C@@H]2OCCC2 (S)-3-((S)-sec-butyl)-4-((R)-tetrahydrofuran-2-carbonyl)-1,3,4,5-tetrahydro-2H-benzo[e][1,4]diazepin-2-one